C1(CC1)C=1C=C(C(=C(C1)O)C=1C=2N(C(=NN1)N[C@H]1CN(CCC1)CC)N=C(C2)C)F 5-cyclopropyl-2-(7-{[(3R)-1-ethylpiperidin-3-yl]amino}-2-methylpyrazolo[1,5-d][1,2,4]triazin-4-yl)-3-fluorophenol